N-(4-((4,5-dimethyl-4,5-dihydropyrido[3,4-e][1,2,3]triazolo[1,5-a]pyrazin-6-yl)amino)-5-(propanoyl-3,3,3-d3)pyridin-2-yl)cyclopropanecarboxamide CC1C=2N(C3=C(N1C)C(=NC=C3)NC3=CC(=NC=C3C(CC([2H])([2H])[2H])=O)NC(=O)C3CC3)N=NC2